N-[3-chloro-4-[4-(piperidine-4-carbonyl)piperazine-1-carbonyl]phenyl]-5-[1-[2-(difluoromethoxy)ethyl]-3-(trifluoromethyl)pyrazol-4-yl]-1-methylimidazole-2-carboxamide ClC=1C=C(C=CC1C(=O)N1CCN(CC1)C(=O)C1CCNCC1)NC(=O)C=1N(C(=CN1)C=1C(=NN(C1)CCOC(F)F)C(F)(F)F)C